1-Undecyl-2-butylpiperidinium chlorid [Cl-].C(CCCCCCCCCC)[NH+]1C(CCCC1)CCCC